2-((6-methylimidazo[1,2-a]pyridin-2-yl)methyl)-5-(piperidin-1-yl)-2,7-naphthyridin-1(2H)-one CC=1C=CC=2N(C1)C=C(N2)CN2C(C1=CN=CC(=C1C=C2)N2CCCCC2)=O